(3S)-1-(3-(dibenzo[b,d]thiophen-2-yl)-2-(mercaptomethyl)propionyl)pyrrolidine-3-carboxylic acid C1=C(C=CC=2SC3=C(C21)C=CC=C3)CC(C(=O)N3C[C@H](CC3)C(=O)O)CS